NC1=C(C=C(N=N1)C1=C(C=CC=C1)O)N1CCN(CCC1)C1=NC(=NC(=C1)OCC)C#CCN 2-(6-amino-5-(4-(2-(3-aminoprop-1-yn-1-yl)-6-ethoxypyrimidin-4-yl)-1,4-diazepan-1-yl)pyridazin-3-yl)phenol